BrC1=C(C=CC=C1)S(=O)(=O)N1N=CC=C1 1-((2-bromophenyl)sulfonyl)-1H-pyrazole